C(C)N(S(=O)(=O)C1=CC(=NC=C1)F)C1=NC(=CC=C1OC)B1OC(C(O1)(C)C)(C)C N-ethyl-2-fluoro-N-(3-methoxy-6-(4,4,5,5-tetramethyl-1,3,2-dioxaborolan-2-yl)pyridin-2-yl)pyridine-4-sulfonamide